C(=O)(OCC1=CC=CC=C1)N[C@@H](CC1=CNC2=CC=CC=C12)C(=O)O cbz-tryptophan